O1C2=C(OCC1)C=C(C=C2)C(CCN2CCN(CC2)C2=NC=CC=N2)=O 1-(2,3-dihydrobenzo[b][1,4]dioxin-6-yl)-3-(4-(pyrimidin-2-yl)piperazin-1-yl)propan-1-one